C(CCCCCCCCC)C(CCOC(CCCCCCCCCCCCCCCCCCC)=O)CCCCCCCCCCCC eicosanoic acid 3-decylpentadecyl ester